methyl 6-(4-chlorophenyl)-2-(1,2-oxazol-4-yl)-3-oxo-2,3,4,5-tetrahydropyridazine-4-carboxylate ClC1=CC=C(C=C1)C=1CC(C(N(N1)C=1C=NOC1)=O)C(=O)OC